(R,E)-2-(1-Ethylpyrrolidin-3-yl)-N-((1,2,3,5,6,7-hexahydro-s-indacen-4-yl)carbamoyl)-ethenesulfonamid C(C)N1C[C@H](CC1)/C=C/S(=O)(=O)NC(NC1=C2CCCC2=CC=2CCCC12)=O